5-chloro-2-((2,3-dichlorophenyl)thio)-3-methylpyrazine ClC=1N=C(C(=NC1)SC1=C(C(=CC=C1)Cl)Cl)C